6-bromo-5-hydroxy-3-methylbenzo[d]oxazol BrC1=CC2=C(N(CO2)C)C=C1O